Trans-tert-butyl 3-hydroxy-4-(phenylamino)piperidine-1-carboxylate O[C@@H]1CN(CC[C@H]1NC1=CC=CC=C1)C(=O)OC(C)(C)C